N,N-bis-(palmitoyl-2-hydroxypropyl)-N,N-dimethyl-ammonium methyl-sulfate COS(=O)(=O)[O-].C(CCCCCCCCCCCCCCC)(=O)CC(C[N+](C)(C)CC(CC(CCCCCCCCCCCCCCC)=O)O)O